3-(5-(3-(4-(((3r,5r,7r)-adamantane-1-yl)methyl)piperazin-1-yl)prop-1-yn-1-yl)-2-Methyl-4-oxoquinazolin-3(4H)-yl)piperidine-2,6-dione C12(CC3CC(CC(C1)C3)C2)CN2CCN(CC2)CC#CC2=C3C(N(C(=NC3=CC=C2)C)C2C(NC(CC2)=O)=O)=O